2-(6-(5-chloro-1-((5-(4-fluoro-3-methoxyphenyl)pyridin-2-yl)methyl)-1H-indazole-7-carboxamido)spiro[3.3]heptan-2-yl)acetic acid ClC=1C=C2C=NN(C2=C(C1)C(=O)NC1CC2(CC(C2)CC(=O)O)C1)CC1=NC=C(C=C1)C1=CC(=C(C=C1)F)OC